N-(4-(4-amino-7-(oxetan-3-yl)-7H-pyrrolo[2,3-d]pyrimidin-5-yl)-3-fluorophenyl)-2-oxo-1-phenyl-2,4,6,7-tetrahydro-1H-pyrazolo[5,1-c][1,4]oxazine-3-carboxamide NC=1C2=C(N=CN1)N(C=C2C2=C(C=C(C=C2)NC(=O)C=2C(N(N1C2COCC1)C1=CC=CC=C1)=O)F)C1COC1